2-[4'-(perfluorophenyl)phenyl]pyridine FC1=C(C(=C(C(=C1F)F)F)F)C1=CC=C(C=C1)C1=NC=CC=C1